C(C)OC1=CC=C(C=N1)C1=CN=CC(=N1)C(=O)N/N=C/C=1C(=NC=C(C1)OC)C (E)-6-(6-ethoxypyridin-3-yl)-N'-((5-methoxy-2-methylpyridin-3-yl)methylene)pyrazine-2-carbohydrazide